4-((4-Methoxycyclohexyl)amino)-N-(3-(4-methylpiperazin-1-yl)phenyl)-2-oxo-1,2-dihydropyridine-3-carboxamide COC1CCC(CC1)NC1=C(C(NC=C1)=O)C(=O)NC1=CC(=CC=C1)N1CCN(CC1)C